O.O.[Mg] Magnesium DiHydrate